COC(=O)C=1C=C(C=C(C1N)N)C1=C(C=C(C=C1)C)Cl 4,5-diamino-2'-chloro-4'-methyl-[1,1'-biphenyl]-3-carboxylic acid methyl ester